Calcium cobalt oxid [Co]=O.[Ca]